tert-Butyl ((3R,6S)-6-((2-(5-(2-(ethyl(isopropyl)carbamoyl)-4-fluorophenoxy)pyrimidin-4-yl)-2,7-diazaspiro[3.5]nonan-7-yl)methyl)tetrahydro-2H-pyran-3-yl)carbamate C(C)N(C(=O)C1=C(OC=2C(=NC=NC2)N2CC3(C2)CCN(CC3)C[C@@H]3CC[C@H](CO3)NC(OC(C)(C)C)=O)C=CC(=C1)F)C(C)C